FC1(C[C@H](NCC1)C(=O)OC)F methyl (S)-4,4-difluoropiperidine-2-carboxylate